Cl.C1NCCC2=CC=C(C=C12)[C@@H]1C(NC(CC1)=O)=O |r| rac-(3R)-3-(1,2,3,4-tetrahydroisoquinolin-7-yl)piperidine-2,6-dione hydrochloride